2-((1-acetylpiperidin-4-yl)oxy)-5-(6-amino-2-fluoro-5-(1-oxo-1,2,3,4-tetrahydroisoquinolin-6-yl)pyridine-3-yl)benzonitrile C(C)(=O)N1CCC(CC1)OC1=C(C#N)C=C(C=C1)C=1C(=NC(=C(C1)C=1C=C2CCNC(C2=CC1)=O)N)F